C(=O)C1=CC=CC(=N1)C(=O)OC Methyl 6-formyl-2-pyridinecarboxylate